N-benzyl-1-((1r,4r)-4-(4-hydroxy-4,7-dihydro-3H-pyrrolo[3',2':5,6]pyrido[3,4-d][1,2,3]diazaborinin-1-yl)cyclohexyl)-N-methylmethane-sulfonamide C(C1=CC=CC=C1)N(S(=O)(=O)CC1CCC(CC1)C=1C2=C(B(NN1)O)C=NC1=C2C=CN1)C